propyl-3-methylimidazole chloride salt [Cl-].C(CC)C1=NC=CN1C